(2-(methyl-d3)phenyl)boronic acid C(C1=C(C=CC=C1)B(O)O)([2H])([2H])[2H]